(S)-4-((1-(1,1-difluoro-2,3-dihydro-1H-inden-4-yl)ethyl)amino)-2-methyl-6-(tetrahydro-2H-pyran-4-yl)pyrido[3,4-d]pyridazin-1,7(2H,6H)-dione FC1(CCC2=C(C=CC=C12)[C@H](C)NC1=NN(C(C=2C1=CN(C(C2)=O)C2CCOCC2)=O)C)F